Cl.Cl.Cl.NCC1=CC(=CC(=C1)CN)CN 1,3,5-tris(aminomethyl)Benzene tri-hydrochloride